FC=1C=C(C=C(C1)F)[C@@H]1CC[C@H]2OC3(C(N21)=O)CCN(CC3)C(=O)C=3C=C2C(=NC3)SN=N2 (5'S,7a'R)-5'-(3,5-difluorophenyl)-1-([1,2,3]thiadiazolo-[5,4-b]pyridine-6-carbonyl)tetrahydro-3'H-spiro[piperidine-4,2'-pyrrolo[2,1-b][1,3]oxazol]-3'-one